NC=1C=CC(=C(C1)C1=C(C=CC=C1)OC(F)F)Cl 5-amino-2-chloro-2'-(difluoromethoxy)-[1,1'-biphenyl]